C(C)(C)N1C(N(C2=CC=3C(=NN=C(C3C=C21)N[C@H](C)C2=C(C(=CC=C2)C(F)(F)F)F)C)C)=O 3-isopropyl-1,8-dimethyl-5-[[(1R)-1-[2-fluoro-3-(trifluoromethyl)phenyl]ethyl]amino]imidazo[4,5-g]phthalazin-2-one